FC(C)(F)C1=NN(C=C1)C=1C=CC(=C(O\C(\C(=O)OC)=C/OC)C1)C methyl (Z)-2-[5-[3-(1,1-difluoroethyl)pyrazol-1-yl]-2-methyl-phenoxy]-3-methoxy-prop-2-enoate